5-(piperazin-1-yl)quinoline N1(CCNCC1)C1=C2C=CC=NC2=CC=C1